COC=1C=C(C=C(C1)OC)C#CC1=NC=NC=C1Br 4-(3,5-dimethoxyphenylethynyl)-5-bromopyrimidine